N1=C(C=CC2=CC=CC=C12)C(=O)O 2-Quinolinecarboxylic acid